Cl.NCC1=NOC(C1)(C(=O)OCC)CC1=C(C=CC=C1)C Ethyl 3-(aminomethyl)-5-(2-methylbenzyl)-4,5-dihydroisoxazole-5-carboxylate hydrochloride